(M)-7-(4-(4-(aminomethyl)-1-oxo-1,2-dihydrophthalazin-6-yl)-1-methyl-1H-pyrazol-5-yl)-8-chloroquinoline-6-carbonitrile NCC1=NNC(C2=CC=C(C=C12)C=1C=NN(C1C1=C(C=C2C=CC=NC2=C1Cl)C#N)C)=O